OCC(OC=1C=2N(C=C(C1)C=1N=NN(C1C)C1CCN(CC1)C(=O)C1CN(C1)C(CC)=O)N=CC2C#N)C2=NC=CC=C2 4-(2-hydroxy-1-(pyridin-2-yl)ethoxy)-6-(5-methyl-1-(1-(1-propionylazetidine-3-carbonyl)piperidin-4-yl)-1H-1,2,3-triazol-4-yl)pyrazolo[1,5-a]pyridine-3-carbonitrile